C(C)(C)(C)N1N=C(C(=C1C)O)C1=CC(=CC=C1)C(C)(C)C 1-(tert-butyl)-5-methyl-3-(3-(tert-butyl)phenyl)-pyrazole-4-ol